(4-(3,4-dichlorophenoxy)-2-methyl-5-(1-methyl-7-oxo-6,7-dihydro-1H-pyrrolo[2,3-c]pyridin-3-yl)phenyl)pyrrolidine-2,5-dione ClC=1C=C(OC2=CC(=C(C=C2C2=CN(C=3C(NC=CC32)=O)C)N3C(CCC3=O)=O)C)C=CC1Cl